FC1=CC=C(C(=O)NC2(CCCC2)C2=NC(=NO2)C2=CC=C(C=C2)OC(F)(F)F)C=C1 4-fluoro-N-(1-[3-{4-(trifluoromethoxy)phenyl}-1,2,4-oxadiazol-5-yl]cyclopentyl)benzamide